5,6,7,8-tetrahydro-1,6-naphthyridine-2-sulfonate N1=C(C=CC=2CNCCC12)S(=O)(=O)[O-]